5-[5-Chloro-3-(5-methyl-1-tetrahydropyran-2-yl-pyrazol-4-yl)quinoxalin-6-yl]oxy-2-nitro-aniline ClC1=C2N=C(C=NC2=CC=C1OC=1C=CC(=C(N)C1)[N+](=O)[O-])C=1C=NN(C1C)C1OCCCC1